C1(CC1)C1=CC=C2C(NC(N(C2=C1)C=1C=NC=NC1)=O)=O 7-Cyclopropyl-1-(pyrimidin-5-yl)quinazoline-2,4(1H,3H)-dione